ClC=1C2=C(SC1C(=O)NC1=NC(=C(C(=C1C)C)O)C)C=C(C=C2)F 3-Chloro-6-fluoro-N-(5-hydroxy-3,4,6-trimethylpyridin-2-yl)benzo[b]thiophen-2-carboxamid